propyleneglycol dioleate C(CCCCCCC\C=C/CCCCCCCC)(=O)OCC(C)OC(CCCCCCC\C=C/CCCCCCCC)=O